2,3-dichloro-1,1,1,4,4,4-hexafluorobutane ClC(C(F)(F)F)C(C(F)(F)F)Cl